(2s,3s,4r,5r)-3,4-dihydroxy-N-(methyl-d3)-5-(6-((methyl-d3)amino)-2-(5-(prop-1-yn-1-yl)pyridin-3-yl)-9H-purin-9-yl)tetrahydrofuran-2-carboxamide O[C@@H]1[C@H](O[C@H]([C@@H]1O)N1C2=NC(=NC(=C2N=C1)NC([2H])([2H])[2H])C=1C=NC=C(C1)C#CC)C(=O)NC([2H])([2H])[2H]